CC(=CC(=O)O)C.CN(C)CCOC(C=C)=O.CC=1N=C(NC(C1C)=O)N1N=C(C=C1C(C(=O)N)CCCCCCC)C (1-(4,5-dimethyl-6-oxo-1,6-dihydropyrimidin-2-yl)-3-methyl-1H-pyrazol-5-yl)nonanamide Dimethylaminoethyl-acrylate (dimethyl-acrylate)